ClC1=CC=C(C=C1)C1(CCC1)C(C)NC(=O)[C@H]1N(C[C@@H](C1)O)C([C@H](C(C)(C)C)N1N=NC(=C1)C1CC1)=O (2S,4r)-N-[1-[1-(4-chlorophenyl)cyclobutyl]ethyl]-1-[(2S)-2-(4-cyclopropyltriazol-1-yl)-3,3-dimethyl-butyryl]-4-hydroxy-pyrrolidine-2-carboxamide